phenyl-thiazolo[4,5-c]pyridin C1(=CC=CC=C1)C=1SC2=C(C=NC=C2)N1